((R)-8-((S)-1-phenylethyl)-1,4-dioxa-8-azaspiro[4.5]decan-7-yl)methanol C1(=CC=CC=C1)[C@H](C)N1[C@H](CC2(OCCO2)CC1)CO